(4-(pyridine-2-yl)phenyl)methanamine N1=C(C=CC=C1)C1=CC=C(C=C1)CN